5-(3-(1-ethyl-3-fluoro-1H-pyrazol-4-yl)-2-fluoro-6-hydroxyphenyl)-1,2,5-thiadiazolidin-3-one 1,1-dioxide C(C)N1N=C(C(=C1)C=1C(=C(C(=CC1)O)N1CC(NS1(=O)=O)=O)F)F